COC(CN1CCN(CC1)C1=CC=C(C=C1)C1C(NC(CC1)=O)=O)OC 3-(4-(4-(2,2-dimethoxyethyl)piperazin-1-yl)phenyl)piperidine-2,6-dione